(3R,4S)-3-cyclopropyl-4-methyl-2-oxo-1-[6-(1-pyridin-2-ylpyrazol-4-yl)pyrazolo[1,5-a]pyrazin-4-yl]pyrrolidine-3-carbonitrile C1(CC1)[C@]1(C(N(C[C@H]1C)C=1C=2N(C=C(N1)C=1C=NN(C1)C1=NC=CC=C1)N=CC2)=O)C#N